C(=O)(OCC)C1=C(C(=CC=C1)C1=CC=CC=C1)N carbethoxy-1,1'-biphenyl-2-amine